BrC1=C(C=C(OCCC[C@@H]2C[C@@H](NCC2)C)C=C1)C(F)(F)F (2S,4S)-4-(3-(4-bromo-3-(trifluoromethyl)phenoxy)propyl)-2-methylpiperidine